[Na+].C(CCCC[C@@H]1SC[C@@H]2NC(=O)N[C@H]12)(=O)NCCCCCC(=O)ON1C(C(CC1=O)S(=O)(=O)[O-])=O 6-((biotinoyl)amino)hexanoic acid, sulfosuccinimidyl ester, sodium salt